(R)-5-chloro-3-((S,1E,3E)-3,5-dimethylhepta-1,3-dien-1-yl)-7-methyl-2-(4-(naphthalen-2-yl)phenyl)-6,8-dioxo-2,6,7,8-tetrahydroisoquinolin-7-yl isonicotinate C(C1=CC=NC=C1)(=O)O[C@]1(C(C(=C2C=C(N(C=C2C1=O)C1=CC=C(C=C1)C1=CC2=CC=CC=C2C=C1)\C=C\C(=C\[C@H](CC)C)\C)Cl)=O)C